(2'S,3R)-8'-(difluoromethoxy)-3-fluoro-6',7-bis(trifluoromethyl)-3'H-spiro[chroman-4,2'-imidazo[1,2-a]pyridine] FC(OC=1C=2N(C=C(C1)C(F)(F)F)C[C@]1(N2)[C@H](COC2=CC(=CC=C21)C(F)(F)F)F)F